lithium thiogallate C(C1=CC(O)=C(O)C(O)=C1)(=S)[O-].[Li+]